N1=CC=CC2=CC=CC(=C12)OCCCN1C(NC2=C1C=CC=C2)=O 1-(3-(quinolin-8-yloxy)propyl)-1H-benzo[d]imidazol-2(3H)-one